5-hydroxy-2-phenyl-7-(p-dimethylaminophenyl)-chromen-4-one OC1=C2C(C=C(OC2=CC(=C1)C1=CC=C(C=C1)N(C)C)C1=CC=CC=C1)=O